dimethylsilylene(N-t-butylamino)(tetramethylcyclopentadienyl)dimethyl-titanium CC([Ti](C=[SiH2])(C1(C(=C(C(=C1)C)C)C)C)NC(C)(C)C)C